C[C@@H]1CN(C[C@H]2N1CCN(C2)C2=NC=C(C=C2C)N2CCNCC2)C2=CC(N(C1=NC=CC=C21)C)=O 4-[(4R,9aR)-4-methyl-8-(3-methyl-5-piperazin-1-yl-2-pyridyl)-3,4,6,7,9,9a-hexahydro-1H-pyrazino[1,2-a]pyrazin-2-yl]-1-methyl-1,8-naphthyridin-2-one